7-[(3-fluoro-2-pyridyl)oxy]-3-[[3-methoxy-2-(methylsulfamoylamino)-4-pyridyl]methyl]-4-methyl-chromen-2-one FC=1C(=NC=CC1)OC1=CC=C2C(=C(C(OC2=C1)=O)CC1=C(C(=NC=C1)NS(NC)(=O)=O)OC)C